CC1=NC(=NO1)C1=CC=C2C=CN=C(C2=C1)NCCN1C=CC=2CCN(CC2C1=O)C(=O)OCC Ethyl 7-(2-{[7-(5-methyl-1,2,4-oxadiazol-3-yl) isoquinolin-1-yl] amino} ethyl)-8-oxo-1,2,3,4,7,8-hexahydro-2,7-naphthyridine-2-carboxylate